benzylidene[1,3-bis(2,4,6-trimethylphenyl)-2-imidazolidinyl]dichloro-(tricyclohexylphosphine) ruthenium [Ru].C(C1=CC=CC=C1)=C1C(CCC(C1)(Cl)Cl)(P(C1CCCCC1)C1CCCCC1)C1N(CCN1C1=C(C=C(C=C1C)C)C)C1=C(C=C(C=C1C)C)C